C1CCC2=C(C=CC=C12)C1=C(C=C2C(=N1)C(=NN2)C=2C=CC(=NC2)C21CN(CC1C2)C(C)O)OC (1-(5-(5-(2,3-Dihydro-1H-inden-4-yl)-6-methoxy-1H-pyrazolo[4,3-b]pyridin-3-yl)pyridin-2-yl)-3-azabicyclo[3.1.0]hexan-3-yl)ethan-1-ol